3-chloro-5-(4-methylpyridin-3-yl)phenol ClC=1C=C(C=C(C1)C=1C=NC=CC1C)O